IC1=CC=C(OCCCOC2=CC=C(C(=O)OC3=C(C=C(C=C3)OC(C3=CC=C(C=C3)OCCCOC3=CC=C(C=C3)I)=O)C)C=C2)C=C1 2-methyl-1,4-phenylene bis(4-(3-(4-iodophenoxy) propoxy) benzoate)